3-sulfopropyl-1-methyltrifluoromethane S(=O)(=O)(O)CCCCC(F)(F)F